[4-(4-diphenylamino-phenyl)naphthalene-1-yl]-diphenylamine C1(=CC=CC=C1)N(C1=CC=C(C=C1)C1=CC=C(C2=CC=CC=C12)N(C1=CC=CC=C1)C1=CC=CC=C1)C1=CC=CC=C1